C(C)OCCCOC=C(C)C1=CC=C(C=C1)C(=COCCC)C 1-(1-(3-ethoxypropoxy)prop-1-en-2-yl)-4-(1-propoxyprop-1-en-2-yl)benzene